(R,E)-4-((3-(4-(3,3-difluoroazetidin-1-yl)but-2-enamido)-3-methylpiperidin-1-yl)methyl)-N-(4-(4-morpholino-7H-pyrrolo[2,3-d]pyrimidin-6-yl)phenyl)picolinamide FC1(CN(C1)C/C=C/C(=O)N[C@]1(CN(CCC1)CC1=CC(=NC=C1)C(=O)NC1=CC=C(C=C1)C1=CC2=C(N=CN=C2N2CCOCC2)N1)C)F